tert-butyl 4'-{[(3R)-3-methyl-1-{[4-(propan-2-yl)phenyl]carbamoyl}-L-prolyl]amino}[1,1'-biphenyl]-4-carboxylate C[C@H]1[C@H](N(CC1)C(NC1=CC=C(C=C1)C(C)C)=O)C(=O)NC1=CC=C(C=C1)C1=CC=C(C=C1)C(=O)OC(C)(C)C